FC1=C(C=C(C=C1)NC(=O)C1=C(N(C(=C1C)C(C(=O)NC1(CCN(CC1)C(=O)C=1C=NN(C1)C)CO)=O)C)C)C N-(4-fluoro-3-methylphenyl)-5-(2-((4-(hydroxymethyl)-1-(1-methyl-1H-pyrazole-4-carbonyl)piperidin-4-yl)amino)-2-oxoacetyl)-1,2,4-trimethyl-1H-pyrrole-3-carboxamide